BrC=1C=C(C=CC1[N+](=O)[O-])N1CCN(CC1)C(=O)OC(C)(C)C tert-butyl 4-(3-bromo-4-nitrophenyl)piperazine-1-carboxylate